N-[1-cyano-2-[2-oxo-3-piperidyl]ethyl]-2-[2-(2,5-difluoroanilino)propanoyl]-5,5-difluoro-2-azabicyclo[2.2.2]octane-3-carboxamide C(#N)C(CC1C(NCCC1)=O)NC(=O)C1N(C2CC(C1CC2)(F)F)C(C(C)NC2=C(C=CC(=C2)F)F)=O